tert-butyl (S)-2-(2-(3-amino-4-(2-methylpiperidin-1-yl)benzamido)-5-fluorophenyl)acetate NC=1C=C(C(=O)NC2=C(C=C(C=C2)F)CC(=O)OC(C)(C)C)C=CC1N1[C@H](CCCC1)C